tert-butyl 4-fluoro-4-(2-hydroxyethyl)piperidine-1-carboxylate FC1(CCN(CC1)C(=O)OC(C)(C)C)CCO